ethyl 2-(5-(2-(3-(((tert-butoxycarbonyl)amino)methyl)-2-fluorophenyl)pyrrolo[2,1-f][1,2,4]triazine-4-carboxamido)-3-methyl-1H-pyrazol-1-yl)acetate C(C)(C)(C)OC(=O)NCC=1C(=C(C=CC1)C1=NN2C(C(=N1)C(=O)NC1=CC(=NN1CC(=O)OCC)C)=CC=C2)F